NCCCCCOCC#CC=1C=C2CC(CC2=CC1)NC1=NC(=NC2=CC=CC=C12)C=1C=NC=CC1 N-(5-3-[(5-aminopentyl)oxy]prop-1-yn-1-yl-2,3-dihydro-1H-inden-2-yl)-2-(pyridin-3-yl)quinazolin-4-amine